tert-Butyl 5-oxohexahydrocyclopenta[c]pyrrole-2(1H)-carboxylate O=C1CC2C(CN(C2)C(=O)OC(C)(C)C)C1